ClCC(=O)C1=CNC2=CC(=CC=C12)F 2-chloro-1-(6-fluoro-1H-indol-3-yl)ethan-1-one